1-(4-aminopiperidin-1-yl)-2-phenylbutan-1-one NC1CCN(CC1)C(C(CC)C1=CC=CC=C1)=O